FC1=CC=C(OCC2N(C3CC(C2C)C3)C(=O)C=3N=C(SC3C3=NC=CN=C3)C)C=C1 trans-3-[(4-fluorophenoxy)methyl]-4-methyl-2-[2-methyl-5-(pyrazin-2-yl)-1,3-thiazole-4-carbonyl]-2-azabicyclo[3.1.1]heptane